FC(C=1N=CC(=NC1)C(=O)NC12CC(C1)(C2)NC(COC2=CC(=C(C=C2)C(F)F)F)=O)F 5-(difluoromethyl)-N-(3-{2-[4-(difluoromethyl)-3-fluorophenoxy]acetamido}bicyclo[1.1.1]pent-1-yl)pyrazine-2-carboxamide